C(C)(C)(C)OC(NC=1C(=NC=CC1C1=NC=C(C=C1F)F)C1CCC(CC1)(F)F)=O (2'-(4,4-difluorocyclohexyl)-3,5-difluoro-[2,4'-bipyridin]-3'-yl)carbamic acid tert-butyl ester